ClC1=CC=C(C=C1)C1C(C1)C(=O)NCC(C)(OC)C1=CC(=CC=C1)Cl 2-(4-chlorophenyl)-N-[2-(3-chlorophenyl)-2-methoxy-propyl]cyclopropanecarboxamide